3,5-bistrifluoromethylbenzenesulfonyl isocyanate FC(C=1C=C(C=C(C1)C(F)(F)F)S(=O)(=O)N=C=O)(F)F